CC1=CC=CC(=N1)C1=C(N=CN1)C=1C=C2C=C(C=NC2=CC1)N1CCC(CC1)C(=O)O 1-(6-(5-(6-methylpyridin-2-yl)-1H-imidazol-4-yl)quinolin-3-yl)piperidine-4-carboxylic acid